tert-butyl N-[[1-[5-(hydroxymethyl)-2-methylsulfanyl-pyrimidin-4-yl] pyrrolidin-3-yl]methyl]carbamate OCC=1C(=NC(=NC1)SC)N1CC(CC1)CNC(OC(C)(C)C)=O